NCC(C1=CC=CC=C1)N1N=CC(=C1)C1=C(C(=NC=N1)N)C1=CC=C(C=C1)Cl 6-[1-(2-amino-1-phenylethyl)-1H-pyrazol-4-yl]-5-(p-chlorophenyl)-4-pyrimidinylamine